4-methyl-1H-pyrrolo[2,3-b]pyridine-3-carboxylic acid CC1=C2C(=NC=C1)NC=C2C(=O)O